N-(adamantan-2-yl)-4-(2-fluoro-4-hydroxyphenyl)-1H-pyrrole-2-carboxamide C12C(C3CC(CC(C1)C3)C2)NC(=O)C=2NC=C(C2)C2=C(C=C(C=C2)O)F